C(#N)C1=CC(=C(COC2=CC=CC(=N2)C2=CC(=C(C=C2)NC2=NC3=C(N2C[C@H]2OCC2)C=C(C=C3)C(=O)OC(C)(C)C)F)C=C1)F tert-butyl (S)-2-((4-(6-((4-cyano-2-fluorobenzyl) oxy) pyridin-2-yl)-2-fluorophenyl) amino)-1-(oxetan-2-ylmethyl)-1H-benzo[d]imidazole-6-carboxylate